p-pyrone O1C=CC(C=C1)=O